3-[(3R,4S)-4-methoxypyrrolidin-3-yl]benzimidazole-5-carboxylic acid CO[C@@H]1[C@@H](CNC1)N1C=NC2=C1C=C(C=C2)C(=O)O